SCC(C(=O)OCCCCCCCCOC(C(CS)C)=O)C 1,8-octanediol bis(3-mercaptoisobutyrate)